COCCCCC(=O)NC=1C=C2C(=CNC2=CC1)C1CCN(CC1)C(C)C 5-(5-methoxypentanoyl)amino-3-(1-isopropylpiperidin-4-yl)-1H-indole